C(C)NC(C(=C)CN1CCCC1)=O N-ethyl-pyrrolidinemethacrylamide